Cl.O1COC2=C1C=CC=C2[C@@H](C)NC(C2=C(C=CC(=C2)N2CCN(CC2)C)C)=O N-[(1R)-1-(1,3-Benzodioxol-4-yl)ethyl]-2-methyl-5-(4-methylpiperazin-1-yl)benzamide hydrochloride salt